(R)-N-(3-ethoxy-4-(N-(3-(trifluoromethoxy)phenyl)sulfamoyl)phenyl)-2-(hydroxymethyl)-3-methylbutanamide C(C)OC=1C=C(C=CC1S(NC1=CC(=CC=C1)OC(F)(F)F)(=O)=O)NC([C@H](C(C)C)CO)=O